(R)-9-(4-chlorobenzyl)-4-ethyl-2-methyl-1-oxa-4,9-diazaspiro[5.5]undecan-3-one ClC1=CC=C(CN2CCC3(CN(C([C@H](O3)C)=O)CC)CC2)C=C1